N(=[N+]=[N-])CC(F)(F)C1OCC(OC1)CO[Si](C1=CC=CC=C1)(C1=CC=CC=C1)C(C)(C)C ((5-(2-azido-1,1-difluoroethyl)-1,4-dioxan-2-yl)methoxy)(tert-butyl)diphenylsilane